BrC1=C(NC2=C1N=C(N=C2)C=2C(=NC=NC2OC)C2CC2)CN(C(OC(C)(C)C)=O)C tert-butyl N-[[7-bromo-2-(4-cyclopropyl-6-methoxy-pyrimidin-5-yl)-5H-pyrrolo[3,2-d]pyrimidin-6-yl]methyl]-N-methyl-carbamate